[Ru+3].[O-2].[Nd+3].[O-2].[O-2] neodymium oxide ruthenium